2,3-diethyl-2-isopropyl-succinic acid diethyl ester C(C)OC(C(C(C(=O)OCC)CC)(C(C)C)CC)=O